1H-indol-4-ol fumarate (2-fumarate) C(\C=C\C(=O)O)(=O)O.C(\C=C\C(=O)O)(=O)O.N1C=CC=2C(=CC=CC12)O